C1(=CC=CC=C1)CN(CC(COCC(CCCC)CC)O)CC1=CC=CC=C1 1-[bis(phenylmethyl)amino]-3-[(2-ethylhexyl)oxy]-2-propanol